1-(5-ethyl-1-methyl-1H-pyrazol-3-yl)prop-2-en-1-one C(C)C1=CC(=NN1C)C(C=C)=O